COC1=CC=C(CN(C=2SC=C(N2)COCCOCCO)CC2=CC=C(C=C2)OC)C=C1 2-(2-((2-(bis(4-methoxybenzyl)amino)thiazol-4-yl)methoxy)ethoxy)ethanol